5-(3-(((1R,5S,6S)-3-(cyclopropylsulfonyl)-3-azabicyclo[3.1.0]hexan-6-yl)ethynyl)-2-fluoro-6-hydroxyphenyl)-1,2,5-thiadiazolidin-3-one 1,1-dioxide C1(CC1)S(=O)(=O)N1C[C@@H]2C([C@@H]2C1)C#CC=1C(=C(C(=CC1)O)N1CC(NS1(=O)=O)=O)F